6-[4-(difluoro-methoxy)-3-fluoro-phenyl]-1-fluoro-5-[4-[(3S)-1-(3-fluoropropyl)pyrrolidin-3-yl]oxyphenyl]-8,9-dihydro-7H-benzo[7]annulen-2-ol FC(OC1=C(C=C(C=C1)C1=C(C2=C(CCC1)C(=C(C=C2)O)F)C2=CC=C(C=C2)O[C@@H]2CN(CC2)CCCF)F)F